methyl 3-(((1-((tert-butoxycarbonyl) amino) cyclopropyl) methyl) amino)-4-nitrobenzoate C(C)(C)(C)OC(=O)NC1(CC1)CNC=1C=C(C(=O)OC)C=CC1[N+](=O)[O-]